N-(5-Isopropyl-4-(trifluoromethyl)pyridin-2-yl)-4-(pyridin-2-yl)thiazol C(C)(C)C=1C(=CC(=NC1)N1CSC=C1C1=NC=CC=C1)C(F)(F)F